OC(=O)C(F)(F)F.C(CCCCCCC)(=O)O.C(CCCCCCC)(=O)O dioctanoate TFA salt